bis(tetrakis(pentafluorophenyl)borate) tin [Sn+2].FC1=C(C(=C(C(=C1[B-](C1=C(C(=C(C(=C1F)F)F)F)F)(C1=C(C(=C(C(=C1F)F)F)F)F)C1=C(C(=C(C(=C1F)F)F)F)F)F)F)F)F.FC1=C(C(=C(C(=C1[B-](C1=C(C(=C(C(=C1F)F)F)F)F)(C1=C(C(=C(C(=C1F)F)F)F)F)C1=C(C(=C(C(=C1F)F)F)F)F)F)F)F)F